N-{(3S)-1-[(1R,2R)-2-(2',6'-difluoro[1,1'-biphenyl]-2-yl)cyclopropane-1-carbonyl]piperidin-3-yl}methanesulfonamide FC1=C(C(=CC=C1)F)C1=C(C=CC=C1)[C@H]1[C@@H](C1)C(=O)N1C[C@H](CCC1)NS(=O)(=O)C